C(C)S(=O)(=O)C=1C=CC(=NC1C=1C=C2C(=CN1)N(N=C2)CC(C(F)(F)F)(F)F)N(C(C)=O)C N-[5-ethylsulfonyl-6-[1-(2,2,3,3,3-pentafluoropropyl)pyrazolo[3,4-c]pyridin-5-yl]-2-pyridyl]-N-methyl-acetamide